2-amino-2-(3-dodecylisoxazol-5-yl)propane-1,3-diol tert-butyl-4-(2-(3-fluoro-4-formylphenoxy)ethyl)piperazine-1-carboxylate C(C)(C)(C)C1N(CCN(C1)CCOC1=CC(=C(C=C1)C=O)F)C(=O)OCC(CO)(C1=CC(=NO1)CCCCCCCCCCCC)N